C1(CCC1)N1C(=NC2=C1C=C(C=C2F)OC(F)F)NC(CC(C)(C)C)=O N-(1-cyclobutyl-6-(difluoromethoxy)-4-fluoro-1H-benzo[d]imidazol-2-yl)-3,3-dimethylbutanamide